8-(n-butoxycarbonylphenyl)-tetracyclo[4.4.0.12,5.17,10]-3-dodecene C(CCC)OC(=O)C1=C(C=CC=C1)C1C2C3C4C=CC(C3C(C1)C2)C4